CC(C)OC1=CC=C(C=C1)CN [4-(propan-2-yloxy)phenyl]methan-amine